7'-bromo-1',2,3,4',5,6-hexahydro-3'H-spiro[pyran-4,2'-pyrido[2,3-b]pyrazin]-3'-one BrC1=CC2=C(NC(C3(N2)CCOCC3)=O)N=C1